1-(3-((5-Cyclopropyl-2-((3-methyl-1-(1-methylpiperidin-4-yl)-1H-pyrazol-4-yl)amino)pyrimidin-4-yl)amino)propyl)-3-methyltetrahydropyrimidin-2(1H)-on C1(CC1)C=1C(=NC(=NC1)NC=1C(=NN(C1)C1CCN(CC1)C)C)NCCCN1C(N(CCC1)C)=O